7-fluorochroman-6-amine FC1=C(C=C2CCCOC2=C1)N